[Cl-].ClCC(C[N+](CC1=CC=CC=C1)(C)C)O L-3-chloro-2-hydroxypropyl-dimethyl-benzyl-ammonium chloride